((R)-1-(3-amino-5-(trifluoromethyl)phenyl)ethyl)-7-methoxy-2-methyl-6-(((S)-tetrahydrofuran-2-yl)methoxy)quinazolin-4-amine NC=1C=C(C=C(C1)C(F)(F)F)[C@@H](C)C1=C2C(=NC(=NC2=CC(=C1OC[C@H]1OCCC1)OC)C)N